(cis)-4-(4-(4-amino-3-methoxyphenyl)piperazin-1-yl)adamantan NC1=C(C=C(C=C1)N1CCN(CC1)C1C2CC3CC(CC1C3)C2)OC